C1=C(C(=CC2=CC3=CC(=C(C=C3C=C12)C(=O)O)C(=O)O)C(O)=N)C(O)=N 2,3,6,7-anthracenetetracarboxylic acid diimide